Heptafluoropentanol FC(C(C(C(O)(F)F)(F)F)(F)F)C